C(C)OC(=O)C=1C(=NN(C1)[C@@H]1CN(CC1)C(=O)OC(C)(C)C)C#CC1=CC(=CC(=C1)OC)OC (S)-1-(1-(tert-Butoxycarbonyl)pyrrolidin-3-yl)-3-((3,5-dimethoxyphenyl)ethynyl)-1H-pyrazole-4-carboxylic acid ethyl ester